CC1(C(C1)C(C)CC=C(C)C)CO 1-methyl-2-(5-methyl-hex-4-en-2-yl)cyclopropylmethanol